FC(COC=1C=C(C(=NC1)C=1N=C2N(C=NC(=C2)S(=O)C(F)(F)F)C1)S(=O)(=O)CC)F 2-[5-(2,2-difluoroethoxy)-3-ethylsulfonyl-2-pyridinyl]-7-(trifluoromethylsulfinyl)imidazo[1,2-c]pyrimidine